3-(6-amino-5-carbamoyl-4'-sulfamoyl-[1,1'-biphenyl]-3-yl)prop-2-yn-1-yl 4-hydroxybenzoate OC1=CC=C(C(=O)OCC#CC=2C=C(C(=C(C2)C(N)=O)N)C2=CC=C(C=C2)S(N)(=O)=O)C=C1